C(CC(C)C)OC(CCCCCCCCCCC)=O.C(CCCCCCCCCCC)(=O)OCCC(C)C Isoamyl Laurate Isoamyl-Laurate